[Si](C)(C)(C(C)(C)C)O[C@@H]1CC[C@H](CC1)C(=O)O trans-4-((tert-butyldimethylsilyl)oxy)cyclohexanecarboxylic acid